CC(CC(C(=O)N[C@H](C#C)C(C)C)P([O-])([O-])=O)C (4-methyl-1-(((S)-4-methylpent-1-yn-3-yl)amino)-1-oxopentan-2-yl)phosphonate